tert-butyl (2-(2-((2-chloro-3-(2,3-dichloropyridin-4-yl)phenyl)carbamoyl)-1-methyl-1,4,6,7-tetrahydro-5H-imidazo[4,5-c]pyridin-5-yl)-2-oxoethyl)carbamate ClC1=C(C=CC=C1C1=C(C(=NC=C1)Cl)Cl)NC(=O)C=1N(C2=C(CN(CC2)C(CNC(OC(C)(C)C)=O)=O)N1)C